1-(4-((4-((2-fluoro-4-((1-(quinolin-3-yl)-1H-pyrazol-3-yl)oxy)phenyl)amino)-7-methoxyquinazolin-6-yl)amino)piperidin-1-yl)prop-2-en-1-one FC1=C(C=CC(=C1)OC1=NN(C=C1)C=1C=NC2=CC=CC=C2C1)NC1=NC=NC2=CC(=C(C=C12)NC1CCN(CC1)C(C=C)=O)OC